N4-((R)-1-(3-(difluoromethyl)-2-fluorophenyl)ethyl)-N6-((S)-pyrrolidin-3-yl)cinnoline-4,6-diamine FC(C=1C(=C(C=CC1)[C@@H](C)NC1=CN=NC2=CC=C(C=C12)N[C@@H]1CNCC1)F)F